3-(4-Iodophenoxy)propionic acid IC1=CC=C(OCCC(=O)O)C=C1